1-(4-((5-(3,5-Dimethylisoxazol-4-yl)-2-methylphenyl)(2-(1-(2-(2,6-dioxopiperidin-3-yl)-6-fluoro-1,3-dioxoisoindolin-5-yl)azetidin-3-yl)ethyl)amino)phenyl)cyclopropane-1-carbonitrile CC1=NOC(=C1C=1C=CC(=C(C1)N(C1=CC=C(C=C1)C1(CC1)C#N)CCC1CN(C1)C=1C=C2C(N(C(C2=CC1F)=O)C1C(NC(CC1)=O)=O)=O)C)C